O=C(C(=O)[O-])C(CC)C 2-Oxo-3-Methylvalerate